Bis(3,5-dimethyl-4-hydroxyphenyl)methan CC=1C=C(C=C(C1O)C)CC1=CC(=C(C(=C1)C)O)C